2'-(3-chloro-1H-pyrrolo[2,3-b]pyridin-5-yl)-1-(propan-2-yl)-5',6'-dihydrospiro[azetidine-3,4'-pyrrolo[1,2-b]pyrazole] ClC1=CNC2=NC=C(C=C21)C=2C=C1N(N2)CCC12CN(C2)C(C)C